3-butyl-2-methyl-1,1-dioxido-5-phenyl-2,3,4,5-tetrahydrobenzo[f][1,2,5]thiadiazepin-8-yl trifluoromethanesulfonate FC(S(=O)(=O)OC1=CC2=C(N(CC(N(S2(=O)=O)C)CCCC)C2=CC=CC=C2)C=C1)(F)F